2-aminophthalhydrazide NC12C(C(=O)NNC1=O)C=CC=C2